BrC1=CC=C(C=C1)N1C(N(C(C2=C1N(C(C(=C2OS(=O)(=O)C2=CC=C(C)C=C2)C)=O)C)=O)C2CC2)=O toluene-4-sulfonic acid 1-(4-bromo-phenyl)-3-cyclopropyl-6,8-dimethyl-2,4,7-trioxo-1,2,3,4,7,8-hexahydro-pyrido[2,3-d]pyrimidin-5-yl ester